(±)-(1R,2R,4S)-7-azabicyclo[2.2.1]heptan-2-ol [C@H]12[C@@H](C[C@H](CC1)N2)O |r|